(2S,5R)-5-(3-phenylureido)tetrahydro-2H-pyran C1(=CC=CC=C1)NC(N[C@@H]1CCCOC1)=O